tert-butyl 5-(4-methoxy-3-pyridyl)-3,6-dihydro-2H-pyridine-1-carboxylate COC1=C(C=NC=C1)C1=CCCN(C1)C(=O)OC(C)(C)C